(3-{[2-(4-Bromophenyl)imidazo[1,2-a]pyridin-3-yl]methyl}-3,8-diazabicyclo[3.2.1]oct-8-yl)-(2-isopropylphenyl)methanone BrC1=CC=C(C=C1)C=1N=C2N(C=CC=C2)C1CN1CC2CCC(C1)N2C(=O)C2=C(C=CC=C2)C(C)C